1-(4-(4-(6-amino-5-(5-(2,6-dichlorophenyl)-1,3,4-oxadiazol-2-yl)pyridin-3-yl)-1H-pyrazol-1-yl)piperidin-1-yl)ethanone NC1=C(C=C(C=N1)C=1C=NN(C1)C1CCN(CC1)C(C)=O)C=1OC(=NN1)C1=C(C=CC=C1Cl)Cl